CC(CCCCCO)CCCC(CCC(C)C)C 6,10,13-trimethyl-tetradecan-1-ol